C(C)(C)(C)OC(=O)N1CC2=C(CC1)C(=NN2)C(=O)N2CCC(CC2)C2=CC(=CC(=C2)C(F)(F)F)C(F)(F)F 3-(4-(3,5-bis(trifluoromethyl)phenyl)piperidine-1-carbonyl)-1,4,5,7-tetrahydro-6H-pyrazolo[3,4-c]pyridine-6-carboxylic acid tert-butyl ester